ClC=1C=NC=C(C1[C@@H](C)OC=1C=C2C(=NNC2=CC1)C=1C=NC(=NC1)N1CC2(C1)CS(CCC2)(=O)=O)Cl 2-[5-[5-[(1R)-1-(3,5-dichloro-4-pyridyl)ethoxy]-1H-indazol-3-yl]pyrimidin-2-yl]-6λ6-thia-2-azaspiro[3.5]nonane 6,6-dioxide